N1C=CC2=CC(=CC=C12)C1C(N(C(C12CCN(CC2)C([C@@H](C(C)C)NC(=O)NC2=C(C=CC(=C2)C(F)(F)F)F)=O)=O)C)=O 1-((2R)-1-(4-(1H-indol-5-yl)-2-methyl-1,3-dioxo-2,8-diazaspiro[4.5]decan-8-yl)-3-methyl-1-oxobutan-2-yl)-3-(2-fluoro-5-(trifluoromethyl)phenyl)urea